2-(3-iodo-2-phenylallyl)malononitrile IC=C(CC(C#N)C#N)C1=CC=CC=C1